2'-(ethylenebisimino)bisethanol C(CNCCO)NCCO